4-(((1r,4r)-4-aminocyclohexyl)oxy)-2-methoxybenzonitrile NC1CCC(CC1)OC1=CC(=C(C#N)C=C1)OC